CC(C1=CC=CC=C1)CCCC(=O)C1=CC=C(C=C1)N1CCOCC1 4-(methyl-benzyl)-1-(4-morpholin-4-yl-phenyl)-butan-1-one